FC1=NNC=2C=CC3=C(C12)CCCC(=C3C3=CC=C(C=C3)N3CCC(CC3)C=O)CC(F)(F)F 1-(4-(1-fluoro-7-(2,2,2-trifluoroethyl)-3,8,9,10-tetrahydrocyclohepta[e]indazol-6-yl)phenyl)piperidine-4-carbaldehyde